N-[4-(3-cyanophenyl)-5-[2-methyl-6-(trifluoromethyl)-4-pyridinyl]thiazol-2-yl]-1-oxo-1,4-thiazine-4-carboxamide C(#N)C=1C=C(C=CC1)C=1N=C(SC1C1=CC(=NC(=C1)C(F)(F)F)C)NC(=O)N1C=CS(C=C1)=O